S-isobutoxyethyl S'-ethyl-trithiocarbonate C(C)[SH-]C(SCCOCC(C)C)=S